N=C(C(=O)OOCC)C#N ethylhydroxy iminocyanoacetate